tert-butyl ((2R,3S)-2-methyl-4-oxo-2,3,4,5-tetrahydropyrido[3,2-b][1,4]oxazepin-3-yl)carbamate C[C@@H]1[C@@H](C(NC2=C(O1)C=CC=N2)=O)NC(OC(C)(C)C)=O